2-(Dimethylamino)-2-methylpropyl 5-(5-chloro-3-(3-(4-(trifluoromethyl) phenyl) ureido)-1H-indol-1-yl)-5-oxopentanoate hydrochloride Cl.ClC=1C=C2C(=CN(C2=CC1)C(CCCC(=O)OCC(C)(C)N(C)C)=O)NC(=O)NC1=CC=C(C=C1)C(F)(F)F